7-bromo-3-((1-(3-cyclopropyl-3-(4-fluorophenyl)propionyl)-4-hydroxypiperidin-4-yl)methyl)thieno[3,4-d]pyrimidin-4(3H)-one BrC=1SC=C2C1N=CN(C2=O)CC2(CCN(CC2)C(CC(C2=CC=C(C=C2)F)C2CC2)=O)O